C(CCCCCCC)OC(CCCCC(=O)[O-])OCCCCCCCC 6,6-bis(octyloxy)hexanoate